2-trimethylsilylethyl 4-[2-[2-[bis(tert-butoxycarbonyl)amino]ethoxy]ethoxy]piperidine-1-carboxylate C(C)(C)(C)OC(=O)N(CCOCCOC1CCN(CC1)C(=O)OCC[Si](C)(C)C)C(=O)OC(C)(C)C